NC=1C(N(C=CC1)C1=NC=C(C=C1)C(=O)OC)=O methyl 3-amino-2-oxo-[1,2'-bipyridine]-5'-carboxylate